COCCNC1=C(C=CC=C1C)C N-(2-methoxyethyl)-2,6-dimethylaniline